isopropyl 6-methyl-5-(1-morpholinoethyl)-1-phenylindolizine-7-carboxylate CC1=C(N2C=CC(=C2C=C1C(=O)OC(C)C)C1=CC=CC=C1)C(C)N1CCOCC1